CC1=C(C=O)C(=CC(=C1OCCCC1OC1C)C)C 2,4,6-trimethyl-3-(3-(3-methyl-oxiran-2-yl)propoxy)benzaldehyde